OCC1(CC=CCC1)CO 1,1-bis(hydroxymethyl)cyclohex-3-ene